(3-(((3-((3,4,5-trifluorophenyl)carbamoyl)phenyl)sulfonylamino)methyl)phenyl)boronic acid FC=1C=C(C=C(C1F)F)NC(=O)C=1C=C(C=CC1)S(=O)(=O)NCC=1C=C(C=CC1)B(O)O